N-((1s,3s)-3-(6-((1-((1-(2-((2-(2,6-dioxopiperidin-3-yl)-1,3-dioxoisoindolin-4-yl)oxy)acetyl)piperidin-4-yl)methyl)piperidin-4-yl)amino)-9H-purin-9-yl)cyclobutyl)-6-methylpicolinamide O=C1NC(CC[C@@H]1N1C(C2=CC=CC(=C2C1=O)OCC(=O)N1CCC(CC1)CN1CCC(CC1)NC1=C2N=CN(C2=NC=N1)C1CC(C1)NC(C1=NC(=CC=C1)C)=O)=O)=O